tert-butyl (2S)-2-[[(4-nitrophenoxycarbonyl)amino]methyl]piperidine-1-carboxylate [N+](=O)([O-])C1=CC=C(OC(=O)NC[C@H]2N(CCCC2)C(=O)OC(C)(C)C)C=C1